ClC1=C(C(=CC=C1)C)NC(=O)C1=CN=C(S1)NC1=NC(=NC(=C1)NCC=1C=C2CN(C(C2=C(C1)F)=O)C1C(NC(CC1)=O)=O)C N-(2-chloro-6-methylphenyl)-2-((6-(((2-(2,6-dioxopiperidin-3-yl)-7-fluoro-1-oxoisoindolin-5-yl)methyl)amino)-2-methylpyrimidin-4-yl)amino)thiazole-5-carboxamide